(2S)-2-(6-methoxy-2-naphthyl)propionyl chloride COC=1C=C2C=CC(=CC2=CC1)[C@@H](C(=O)Cl)C